C(C)OCCCCN1C=[N+](C=C1)C 1-(4-ethoxy-butyl)-3-methylimidazolium